methyl 4-(4-hydroxy-3-methoxyphenyl)-but-2-enoate OC1=C(C=C(C=C1)CC=CC(=O)OC)OC